FC=1C(=NC(=NC1)N1CCNCC1)N1N=CC(=C1)C(=O)N 1-(5-fluoro-2-(piperazin-1-yl)pyrimidin-4-yl)-1H-pyrazole-4-carboxamide